ClC1=CC=C(C(=N1)C(=O)NS(=O)(=O)C)N[C@H](C)C=1C=C(C=C2C(N(C(=NC12)N1CCC(CC1)C1=NC(=NN1C(F)F)C)C)=O)C (R)-6-chloro-3-((1-(2-(4-(1-(difluoromethyl)-3-methyl-1H-1,2,4-triazol-5-yl)piperidin-1-yl)-3,6-dimethyl-4-oxo-3,4-dihydroquinazolin-8-yl)ethyl)amino)-N-(methylsulfonyl)picolinamide